ClC1=C(C=CC=C1C1=NC(=C(C=C1)CN[C@@H](CO)C)OC)C1=C(C(=CC=C1)NC(=O)C=1C(N(C(N(C1)C)=O)C)=O)C (R)-N-(2'-chloro-3'-(5-(((1-hydroxypropan-2-yl)amino)methyl)-6-methoxypyridin-2-yl)-2-methyl-[1,1'-biphenyl]-3-yl)-1,3-dimethyl-2,4-dioxo-1,2,3,4-tetrahydropyrimidine-5-carboxamide